4-(difluoromethyl)-N-[4-fluoro-5-(6-morpholin-4-ylpyridin-3-yl)-2-[rac-(3R,5S)-3,4,5-trimethylpiperazin-1-yl]phenyl]-6-oxo-1H-pyridine-3-carboxamide FC(C=1C(=CNC(C1)=O)C(=O)NC1=C(C=C(C(=C1)C=1C=NC(=CC1)N1CCOCC1)F)N1C[C@H](N([C@H](C1)C)C)C)F |r|